CC(CC(CC)(C1=CC=C(C=C1)O)C1=CC=C(C=C1)O)CC 4,4'-(5-methylheptane-3,3-diyl)diphenol